C(NC1=C(C(=CC=C1)Cl)Cl)NC1=C(C(=CC=C1)Cl)Cl methylene-bis-(2,3-dichloroaniline)